4-(2-(((S)-1-(3-aminopropyl)pyrrolidin-2-yl)methoxy)-4-((1R,5S)-3,8-diazabicyclo[3.2.1]octan-3-yl)-8-fluoroquinazolin-7-yl)naphthalen-2-ol NCCCN1[C@@H](CCC1)COC1=NC2=C(C(=CC=C2C(=N1)N1C[C@H]2CC[C@@H](C1)N2)C2=CC(=CC1=CC=CC=C21)O)F